ClC1=NC(=C2C(=N1)N(N=C2CC)C2=CC=CC=C2)NCC2=CC=C(C=C2)F 6-chloro-3-ethyl-N-[(4-fluorophenyl)methyl]-1-phenylpyrazolo[3,4-d]pyrimidin-4-amine